BrC=1C=NN(C1)C1=CC=C(C(=O)N2CCC(CC2)CN2CCN(CC2)C(=O)OC(C)(C)C)C=C1 tert-butyl 4-[[1-[4-(4-bromopyrazol-1-yl)benzoyl]-4-piperidyl]methyl]piperazine-1-carboxylate